ClC1=CC2=C(N=N1)N(C=C2C=2C=NN(C2)CC(=O)NC)S(=O)(=O)C2=CC=C(C)C=C2 2-(4-(3-chloro-7-p-toluenesulfonyl-7H-pyrrolo[2,3-c]pyridazin-5-yl)-1H-pyrazol-1-yl)-N-methylacetamide